3-bromo-6-(cyclopropanecarboxamido)-N-methoxy-N-methylpicolinamide BrC=1C(=NC(=CC1)NC(=O)C1CC1)C(=O)N(C)OC